BrC1=C(C=CC(=C1)C)NC(CC1CCCC1)=O N-(2-bromo-4-methylphenyl)-2-cyclopentylacetamide